ClC=1C(=C2C=CNC2=C(C1)C)CN1N=C2C=CC(=CC2=C1O)C#N 2-((5-chloro-7-methyl-1H-indol-4-yl)methyl)-3-hydroxy-2H-indazole-5-carbonitrile